Tert-butyl-4-bromo-5,6-difluoro-2-methyl-1H-indole-7-carboxamide C(C)(C)(C)N1C(=CC2=C(C(=C(C(=C12)C(=O)N)F)F)Br)C